[Si](C)(C)(C(C)(C)C)OCCOC1=CC(=C(C(=O)O)C=C1)OC 4-(2-((tert-butyldimethylsilyl)oxy)ethoxy)-2-methoxybenzoic acid